FC(C1=CC=C(NC=2C(=NC=CC2)C#N)C=C1)(F)F 3-[4-(trifluoromethyl)anilino]pyridine-2-carbonitrile